3H,4H,7H-pyrrolo[2,3-d]pyrimidin N1=CNCC2=C1NC=C2